BrC=1C(=C2C(=NC1)NC=C2C=O)Cl 5-Bromo-4-chloro-1H-pyrrolo[2,3-b]pyridine-3-carbaldehyde